BrC1=CC=C2C(=N1)NC(=N2)C 5-bromo-2-methyl-3H-imidazo[4,5-b]pyridine